OCC(CO)(CO)NCCS(=O)(=O)O 2-[(2-hydroxy-1,1-bis(hydroxylmethyl)ethyl)amino]ethanesulfonic acid